[(2R,3S,11bR)-9,10-dimethoxy-3-(2-methylpropyl)-1H,2H,3H,4H,6H,7H,11bH-pyrido[2,1-a]isoquinolin-2-yl]methyl (3S)-piperidine-3-carboxylate N1C[C@H](CCC1)C(=O)OC[C@@H]1C[C@H]2N(CCC3=CC(=C(C=C23)OC)OC)C[C@H]1CC(C)C